BrC(C1=CC=CC=C1)C1=CC=CC=C1 bromo-diphenyl-methane